1-(3-chloro-5-(trifluoromethyl)phenyl)-3-((5-(2,6-dioxopiperidin-3-yl)-4-oxo-5,6-dihydro-4H-thieno[3,4-c]pyrrol-1-yl)methyl)urea ClC=1C=C(C=C(C1)C(F)(F)F)NC(=O)NCC=1SC=C2C1CN(C2=O)C2C(NC(CC2)=O)=O